2,3,5-trimethylnaphthalene-1-ol CC1=C(C2=CC=CC(=C2C=C1C)C)O